O[C@H](CN1CCC(CC1)NC(=O)C1=NN2C(N=CC=C2C2=CC(=C(C=C2)OC)OC)=C1)CO (R)-N-(1-(2,3-dihydroxy-propyl)piperidin-4-yl)-7-(3,4-dimethoxyphenyl)pyrazolo[1,5-a]pyrimidine-2-carboxamide